4-chloro-2-(morpholin-4-yl)-8-[2-(tetrahydropyran-2-yl)-2H-pyrazol-3-yl]-[1,7]naphthyridine ClC1=CC(=NC2=C(N=CC=C12)C=1N(N=CC1)C1OCCCC1)N1CCOCC1